trimethylhexylhexanediol CC(CCCCC(O)(O)CCCCCC)(C)C